C(CCCCCCCCCCCCCCCCC)(=O)[O-].C(CCC)[Sn+3].C(CCCCCCCCCCCCCCCCC)(=O)[O-].C(CCCCCCCCCCCCCCCCC)(=O)[O-] butyltin stearate